N[C@H]1C2N(CC1CC2)C(=O)C2=CC1=C(C(=C(O1)C=1N(C3=CC(=CC=C3C1)C(C)(C)O)CC1CC1)C)C=C2 ((7R)-7-amino-2-azabicyclo[2.2.1]hept-2-yl)(2-(1-(cyclopropylmethyl)-6-(2-hydroxypropan-2-yl)-1H-indol-2-yl)-3-methylbenzofuran-6-yl)methanone